ClC1=NC=C2C=C(N=C(C2=C1)NC(C)C)\C=N/O (Z)-7-chloro-1-(isopropylamino)-2,6-naphthyridine-3-carbaldehyde oxime